N[C@@H](CNC1=NC(=C2C(=N1)N(N=C2)C)NCC(C)C)C2=CC=CC=C2 N6-[(2R)-2-amino-2-phenyl-ethyl]-N4-isobutyl-1-methyl-pyrazolo[3,4-d]pyrimidine-4,6-diamine